1-(3-(azepan-1-yl)propyl)-3-(4-methyl-2-(4-(piperidin-4-ylmethyl)piperazin-1-yl)quinolin-6-yl)thiourea N1(CCCCCC1)CCCNC(=S)NC=1C=C2C(=CC(=NC2=CC1)N1CCN(CC1)CC1CCNCC1)C